(R)-N-((3S,4R)-3-hydroxy-2,2-dimethylchroman-4-yl)-4-(2-imino-4,4-dimethyl-6-oxotetrahydropyrimidin-1(2H)-yl)-2,2-dimethylchromane-6-carboxamide O[C@@H]1C(OC2=CC=CC=C2[C@H]1NC(=O)C=1C=C2[C@@H](CC(OC2=CC1)(C)C)N1C(NC(CC1=O)(C)C)=N)(C)C